4-((2S,5R)-4-(1-(2,2-difluorobenzo[d][1,3]dioxolan-5-yl)propyl)-5-ethyl-2-methylpiperazin-1-yl)-1-methyl-2-oxo-1,2-dihydropyrido[3,2-d]pyrimidine-6-carbonitrile FC1(OC2=C(O1)C=CC(=C2)C(CC)N2C[C@@H](N(C[C@H]2CC)C=2C1=C(N(C(N2)=O)C)C=CC(=N1)C#N)C)F